CC1=CNC2=NC=C(C=C21)C2=CC=C1COCC1=C2 6-(3-methyl-1H-pyrrolo[2,3-b]pyridin-5-yl)-1,3-dihydroisobenzofuran